4-bromo-5-(3,4-difluoro-2-methoxy-phenoxy)-2-(trifluoromethyl)pyridine BrC1=CC(=NC=C1OC1=C(C(=C(C=C1)F)F)OC)C(F)(F)F